FC(C(=O)O)(F)F.CN1C=2C=3C=CN=C(CCCCC(C(NC2C=N1)=O)C)C3 Methyl-9-methyl-3,4,7,15-tetraazatricyclo[12.3.1.02,6]Octadeca-1(18),2(6),4,14,16-pentaen-8-one trifluoroacetate salt